C(C)N(C(OCCCCCCC)=O)CC heptyl N,N-diethylcarbamate